C(C)(=O)OOCCOCCOCCOCCOC(C(CN)F)C 2-(3-amino-2-fluoro-1-methyl-propoxy)ethoxylethoxylethoxylethoxyl acetate